C(C)C1=C(C=C2CCN(CC2=C1)C(C(F)(F)F)=O)NC1=NC=C(C(=N1)[Sn](C)(C)C)C(F)(F)F 1-(7-ethyl-6-((5-(trifluoromethyl)-4-(trimethylstannyl)pyrimidin-2-yl)amino)-3,4-dihydroisoquinolin-2(1H)-yl)-2,2,2-trifluoroethan-1-one